4-(((3R,5S)-1-propenoyl-5-methylpyrrolidin-3-yl)oxy)-2-((1-methyl-1H-pyrazol-4-yl)amino)-7H-pyrrolo[2,3-d]pyrimidine-5-carbonitrile C(C=C)(=O)N1C[C@@H](C[C@@H]1C)OC=1C2=C(N=C(N1)NC=1C=NN(C1)C)NC=C2C#N